3-cyclopropylidene-N-[3-[2-(2-hydroxyethoxy)-6-(morpholin-4-yl)pyridin-4-yl]-4-methylphenyl]pyrrolidine-1-carboxamide C1(CC1)=C1CN(CC1)C(=O)NC1=CC(=C(C=C1)C)C1=CC(=NC(=C1)N1CCOCC1)OCCO